hydroxy-3-[4-(trifluoromethyl)phenyl]propylmorpholine-4-carboxamide OC1(N(CCOC1)C(=O)N)CCCC1=CC=C(C=C1)C(F)(F)F